FC=1C=C(C=CC1)C#CC=1C=C2CCC(C2=CC1)N1CC(C(CC1)C(=O)OC)(C)C methyl 1-(5-((3-fluorophenyl)ethynyl)-2,3-dihydro-1H-inden-1-yl)-3,3-dimethyl-piperidine-4-carboxylate